BrC=1C=C2CC(CC2=CC1)(C(=O)OCC)C(=O)OCC diethyl 5-bromo-1,3-dihydro-2H-indene-2,2-dicarboxylate